ClC=1C=C2C=C(NC2=CC1)C(=O)N[C@H](C(=O)N[C@H](C(=O)OC)C[C@H]1C(NCC1)=O)CC1CC1 methyl (2S)-2-[[(2S)-2-[(5-chloro-1H-indole-2-carbonyl)amino]-3-cyclopropyl-propanoyl] amino]-3-[(3S)-2-oxopyrrolidin-3-yl]propanoate